FC1(C(C(C1(F)F)(F)F)(C(F)(F)F)C(F)(F)F)F perfluorodimethyl-cyclobutane